N-{[5-chloro-6-(5-methoxy-2-pyrazinyl)-2-indolyl]methyl}-3-hydroxy-1-azetidinecarboxamide ClC=1C=C2C=C(NC2=CC1C1=NC=C(N=C1)OC)CNC(=O)N1CC(C1)O